C(C)N(CCC1=CNC2=CC(=CC=C12)OC(CC(=O)O)=O)CC 3-((3-(2-(diethylamino)ethyl)-1H-indol-6-yl)oxy)-3-oxopropanoic acid